C(=C)C(C(=O)O)CCCCCC.C(CCCCCCC)(=O)OC=C vinyl caprylate (VINYL CAPRYLATE)